COC1=C(CNS(=O)(=O)C=2C=C(C=CC2N2N=CC(=C2)C(C)C)C(C(=O)N)C2=C(C=CC=C2)F)C=CC(=C1)OC {3-[(2,4-dimethoxybenzyl)sulfamoyl]-4-(4-isopropyl-1H-pyrazol-1-yl)phenyl}-2-(2-fluorophenyl)acetamide